3-isoquinolin-8-yl-pyridine-2,6-diamine C1=NC=CC2=CC=CC(=C12)C=1C(=NC(=CC1)N)N